C(C=C)(=O)N1C[C@H](C[C@@H]1CF)N1N=C(C(=C1NC)C(=O)N)C#CC1=CC2=C(N(C=N2)C2CC2)C=C1 1-((3S,5R)-1-acryloyl-5-(fluoromethyl)pyrrolidin-3-yl)-3-((1-cyclopropyl-1H-benzo[d]imidazol-5-yl)ethynyl)-5-(methylamino)-1H-pyrazole-4-carboxamide